[Ti].[Si].C(=O)(O)C1=C(C(=CC=C1)C(=O)O)\C=C\C(=O)C1=CC=CC=C1 2,6-dicarboxyl-chalcone Silicon-titanium